3H-BENZOTHIAZOL-2-ONE S1C(NC2=C1C=CC=C2)=O